COC1=CC(=NC(=C1)C1C2(C[C@@]3(C[C@](CC1(C3)C)(C2)C)C)C2=C(C(=CC(=C2)C)C2=CC=C(C=C2)C(C)C)O)C2=C(C=CC(=C2)C(C)C)C=2C(=C(C=C(C2)C)C23CC1(CC(CC(C2)(C1)C)(C3)C)C)O 2',2'-(4-methoxypyridin-2,6-diyl)bis(4'-isopropyl-5-methyl-3-((3r,5r,7r)-3,5,7-trimethyladamantan-1-yl)-[1,1'-biphenyl]-2-ol)